(S)-1-(2-(4-methylbenzoyl)hydrazinecarbonyl)-N-(pyridin-3-yl)pyrrolidine-2-carboxamide CC1=CC=C(C(=O)NNC(=O)N2[C@@H](CCC2)C(=O)NC=2C=NC=CC2)C=C1